CC1OC=2C(=C(C=3CCN=CC3C2C)C2=CSC=C2)O1 2,4-dimethyl-9-(thiophen-3-yl)-7,8-dihydro-[1,3]dioxolo[4,5-g]isoquinolin